2-(2-(cyclopropanesulfonamido)thiazol-4-yl)-N-(4-(6-methoxy-5-methylpyridin-3-yl)phenyl)-2-methylpropanamide C1(CC1)S(=O)(=O)NC=1SC=C(N1)C(C(=O)NC1=CC=C(C=C1)C=1C=NC(=C(C1)C)OC)(C)C